C(C)(C)(C)OC(=O)N[C@@H](C(=O)N[C@@H]1C[C@@](N(CC1)C(=O)[O-])(C(=O)[O-])CCCCB1OC(C(O1)(C)C)(C)C)C(C)C (2R,4S)-4-((R)-2-((tert-butoxycarbonyl)amino)-3-methylbutanamido)-2-(4-(4,4,5,5-tetramethyl-1,3,2-dioxaborolan-2-yl)butyl)piperidine-1,2-dicarboxylate